NCC=1C=C(C=CC1)C1=CC2=C(SC(=C2COC2=C(C=CC(=C2)OC)CC(=O)O)C(=O)O)C=C1 5-(3-(aminomethyl)phenyl)-3-((2-(carboxymethyl)-5-methoxyphenoxy)methyl)benzo[b]thiophene-2-carboxylic acid